4-(4-((5-fluoropyridin-3-yl)oxy)-1H-pyrrolo[2,3-b]pyridin-3-yl)pyrimidin-2-amine FC=1C=C(C=NC1)OC1=C2C(=NC=C1)NC=C2C2=NC(=NC=C2)N